C1(=CC=CC=C1)CCCCC(=O)NCC(=O)N1CCCC1 ((5-phenylpentanoyl)glycyl)pyrrolidine